C(C1=CC=CC=C1)(C1=CC=CC=C1)N1CCN(CC1)C(=O)C=1C=NC=C(C1)O (4-benzhydrylpiperazin-1-yl)(5-hydroxypyridin-3-yl)methanone